(R)-2-Fluoro-4-(1-(2-fluoro-4-(piperidin-1-yl)phenyl)-3-(3-(methylamino)piperidin-1-carbonyl)-1H-pyrazol-5-yl)benzonitril FC1=C(C#N)C=CC(=C1)C1=CC(=NN1C1=C(C=C(C=C1)N1CCCCC1)F)C(=O)N1C[C@@H](CCC1)NC